FC(OC1=CC=C(C=C1)S(=O)(=O)N1N=C2C(=C1)CN(C2)C([C@H](O)C2=C(C=CC=C2)F)=O)F (2R)-1-{2-[4-(difluoromethoxy)benzenesulfonyl]-2H,4H,5H,6H-pyrrolo[3,4-c]pyrazol-5-yl}-2-(2-fluorophenyl)-2-hydroxyethan-1-one